The molecule is an inosine phosphate having a monophosphate group located at the 3'-position. It is an inosine phosphate and a purine ribonucleoside 3'-monophosphate. C1=NC2=C(C(=O)N1)N=CN2[C@H]3[C@@H]([C@@H]([C@H](O3)CO)OP(=O)(O)O)O